CN(C1=CC=C(C=C1)N=NC1=CC=C(C=C1)[As]([O-])(=O)[O-])C 4-(4-dimethylamino phenylazo)benzenearsonate